C1(CC1)C=1N=C2N(C=CC(=C2)C2=C(C=CC(=N2)C#N)C=2C=NN(C2)CC2(CCCC2)F)C1 6-(2-cyclopropylimidazo[1,2-a]pyridin-7-yl)-5-(1-((1-fluorocyclopentyl)methyl)-1H-pyrazol-4-yl)picolinonitrile